ClC=1C(=CC(=C(C1)S(=O)(=O)NC=1SC=CN1)F)N[C@@H](C)C1=C(C=C(C=C1)F)F (S)-5-chloro-4-((1-(2,4-difluorophenyl)ethyl)amino)-2-fluoro-N-(thiazol-2-yl)benzenesulfonamide